1,1,1,2,2-pentafluoro-3-(trifluoromethoxy)propane FC(C(COC(F)(F)F)(F)F)(F)F